CC1CCC(CC1)CC(=O)OCC(COC(CC1CCC(CC1)C)=O)(C)CO 2-(hydroxymethyl)-2-methylpropane-1,3-diyl bis(2-(4-methylcyclohexyl) acetate)